C1(CC1)COC=1C=C(C=CC1OC)/C=C/C(=O)NC1=CC=CC(=N1)C(=O)O (E)-6-(3-(3-(cyclopropylmethoxy)-4-methoxyphenyl)acrylamido)picolinic acid